4-(3,5-dimethylphenoxy)benzaldehyde CC=1C=C(OC2=CC=C(C=O)C=C2)C=C(C1)C